2-(7-(4-methoxybenzyl)-8-methyl-5,6,7,8-tetrahydroimidazo[1,5-a]pyrazin-3-yl)-4-(trifluoromethyl)thiazole COC1=CC=C(CN2C(C=3N(CC2)C(=NC3)C=3SC=C(N3)C(F)(F)F)C)C=C1